(2E)-2-TRIDECENENITRILE C(\C=C\CCCCCCCCCC)#N